1-chloro-N,N,2-trimethyl-prop-1-ene-1-Amine ClC(=C(C)C)N(C)C